N1N=CC(=C1)C1=CC=C(C=C1)NC1=NC(=NC=N1)C1=CC=C2C=C(N(C2=C1)COC)C(=O)N1CC(C1)(F)F (6-(4-((4-(1H-pyrazol-4-yl)phenyl)amino)-1,3,5-triazin-2-yl)-1-(methoxymethyl)-1H-indol-2-yl)(3,3-difluoroazetidin-1-yl)methanone